octafluoropentane FC(C(C(C(F)(F)F)(F)F)(F)F)C